Tert-butyl 3-{4-[4-chloro-3-(2,4-dioxo-1,3-diazinan-1-yl)benzoyl]piperazin-1-yl}azetidine-1-carboxylate ClC1=C(C=C(C(=O)N2CCN(CC2)C2CN(C2)C(=O)OC(C)(C)C)C=C1)N1C(NC(CC1)=O)=O